silinoleyl ether [Si]1(=CC=CC=C1)CCCCCCCC\C=C/CCCCCCCCOCCCCCCCC\C=C/CCCCCCCC[Si]1=CC=CC=C1